(S)-6-(6-Chloro-5-fluoro-2-oxo-1,2-dihydrospiro[benzo[d][1,3]oxazine-4,3'-pyrrolidin]-1'-yl)-N-(4-(3,3-difluoropyrrolidin-1-yl)-2-fluorobenzyl)pyridazine-4-carboxamide ClC1=C(C2=C(NC(O[C@]23CN(CC3)C3=CC(=CN=N3)C(=O)NCC3=C(C=C(C=C3)N3CC(CC3)(F)F)F)=O)C=C1)F